3-(3-(tert-butylthio)phenyl)-6-chlorofuro[3,2-b]pyridine C(C)(C)(C)SC=1C=C(C=CC1)C1=COC=2C1=NC=C(C2)Cl